C(C)(C)(C)NC(=S)NC1=C(C=C(C=C1C(C)C)OC1=CC=CC=C1)C(C)C 1-tert-butyl-3-[4-phenoxy-2,6-di(propan-2-yl)phenyl]thiourea